C1(CC1)NC(C1=C(C=C(C=C1OC)C1=CN=C2N1C=CC(=C2)C(C)N(C)CCO)OC(F)F)=O N-cyclopropyl-2-(difluoromethoxy)-4-[7-[1-[2-hydroxyethyl(methyl)amino]ethyl]imidazo[1,2-a]pyridin-3-yl]-6-methoxy-benzamide